N-(3-chlorophenyl)-N-(4-(5-(difluoromethyl)-1,3,4-oxadiazol-2-yl)benzyl)-1-(1-propionylazetidin-3-yl)piperidine-4-sulfonamide ClC=1C=C(C=CC1)N(S(=O)(=O)C1CCN(CC1)C1CN(C1)C(CC)=O)CC1=CC=C(C=C1)C=1OC(=NN1)C(F)F